CC1=NC2=C(N1)C=C(C=C2)C2=CC=C(C=C2)C2=C(C=CC=C2)CNCCCN2CCOCC2 2-Methyl-6-(2'-(((3-Morpholinopropyl)amino)Methyl)-[1,1'-Biphenyl]-4-yl)-1H-benzo[d]Imidazol